C(C(C(C(CC)O)O)O)O 1,2,3,4-hexanetetraol